C1(CC1)CNC(NC1=NC=CC(=C1)CN1CCN(CC1)C=1C=CC(=NC1C)C(=O)NC)=O 5-(4-((2-(3-(cyclopropylmethyl)ureido)pyridin-4-yl)methyl)piperazin-1-yl)-N,6-dimethylpicolinamide